F[P-](F)(F)(F)(F)F.CN1C2=CC=CC=C2C=2C=C(C=CC12)N1C[NH+](C=C1)CCCCCCCC 1-(9-Methyl-carbazol-3-yl)-3-octyl-2H-imidazol-3-ium hexafluorophosphate